2-chloro-7-(hydroxymethyl)-3-methoxy-11-oxo-6,7-dihydro-11H-benzo[f]pyrido[1,2-d][1,4]oxazepine-10-carboxylic acid ClC=1C(=CC2=C(C=3N(C(CO2)CO)C=C(C(C3)=O)C(=O)O)C1)OC